2-((2S,4r,6R)-1-benzyl-2,6-dimethylpiperidin-4-yl)-4-fluorobenzo[d]thiazol-6-ol C(C1=CC=CC=C1)N1[C@H](CC(C[C@H]1C)C=1SC2=C(N1)C(=CC(=C2)O)F)C